CC(CCCCC)O 2-Heptyl alcohol